C(C)(=O)NC1=CC2=C(C=N1)C(=CN2C2=NC(=CC(=C2)C)[C@]2(COCC2)OC)C#CC2CN(C2)C(=O)[O-] (R)-3-((6-acetamido-1-(6-(3-methoxytetrahydrofuran-3-yl)-4-methylpyridin-2-yl)-1H-pyrrolo[3,2-c]Pyridin-3-yl)ethynyl)azetidine-1-carboxylate